(S)-3-(4-((4-((4-(2-methyl-6-(4-(trifluoromethyl)-1H-imidazol-1-yl)pyrimidin-4-yl)piperazin-1-yl)methyl)benzyl)oxy)-1-oxoisoindol-2-yl)piperidine-2,6-dione CC1=NC(=CC(=N1)N1CCN(CC1)CC1=CC=C(COC2=C3CN(C(C3=CC=C2)=O)[C@@H]2C(NC(CC2)=O)=O)C=C1)N1C=NC(=C1)C(F)(F)F